C(C)OC(CCCCC)=O.[Sn+2].ClC=1C=C(C=NC1)C1=NC(=C2N=CN(C2=N1)[C@H]1[C@@H]([C@@H]([C@H](O1)C(=O)NC([2H])([2H])[2H])O)O)NCC=1SC=CN1 (2s,3s,4r,5r)-5-(2-(5-chloropyridin-3-yl)-6-((thiazol-2-ylmethyl)amino)-9H-purin-9-yl)-3,4-dihydroxy-N-(methyl-d3)tetrahydrofuran-2-carboxamide tin (II) ethylcaproate